C(=O)(C=C)N1CC2(CCC2)CCC1 6-acryl-6-azaspiro[3.5]nonane